1-(tert-butyl)-4-(3,3-difluoroprop-1-en-2-yl)benzene C(C)(C)(C)C1=CC=C(C=C1)C(=C)C(F)F